C(C)[C@@H]1OCC[C@H]1N (2S,3R)-2-ethyltetrahydrofuran-3-amine